ClC1=C2C=C(C=NC2=C(C=C1Cl)C1=CC=C(C=C1)C(F)(F)F)C(=O)NC(C)C 5,6-Dichloro-N-isopropyl-8-(4-(trifluoromethyl)phenyl)quinoline-3-carboxamide